C(C)(=O)C1=NC=CC(=C1)N(C(=O)NC1=CC(=C(C=C1)F)Cl)CC=1C2=C(NN1)COCC2 1-(2-Acetylpyridin-4-yl)-3-(3-chloro-4-fluorophenyl)-1-((1,4,5,7-tetrahydropyrano[3,4-c]pyrazol-3-yl)methyl)urea